6-pyrimidinamine N1=CN=CC=C1N